(4-(((2-((4-((2R,6S)-2,6-dimethylmorpholino)phenyl)amino)pyrimidin-4-yl)oxy)methyl)cyclohexyl)methanol C[C@H]1O[C@H](CN(C1)C1=CC=C(C=C1)NC1=NC=CC(=N1)OCC1CCC(CC1)CO)C